2-(2-aminopyrimidin-4-yl)-1h,5h,6h,7h-pyrrolo[3,2-c]Pyridin-4-one NC1=NC=CC(=N1)C1=CC=2C(NCCC2N1)=O